5-(3,4-Dihydroquinolin-1(2H)-yl)-[1,2,4]triazolo[4,3-a]quinazolin-8-amine N1(CCCC2=CC=CC=C12)C1=NC=2N(C3=CC(=CC=C13)N)C=NN2